3-[4-Hydroxy-3-(3-methylbut-2-enyl)phenyl]-1-(2-hydroxy-4-methoxyphenyl)prop-2-en-1-one OC1=C(C=C(C=C1)C=CC(=O)C1=C(C=C(C=C1)OC)O)CC=C(C)C